OCC(CO)(CO)NCCCNC(CO)(CO)CO 2-[3-[[1,3-dihydroxy-2-(hydroxymethyl)propan-2-yl]amino]propylamino]-2-(hydroxymethyl)propane-1,3-diol